C(C)(=O)N[C@H](C(=O)O)CC1=CNC2=CC=CC=C12 (2S)-2-acetamido-3-(1H-indol-3-yl)propanoic acid